(7-((2S,5R)-2,5-diethyl-4-(1-(4-fluoro-2-methoxyphenyl)ethyl)piperazin-1-yl)-4-methyl-5-oxo-4,5-dihydro-2H-pyrazolo[4,3-b]pyridin-2-yl)acetonitrile C(C)[C@@H]1N(C[C@H](N(C1)C(C)C1=C(C=C(C=C1)F)OC)CC)C=1C=2C(N(C(C1)=O)C)=CN(N2)CC#N